FC(CO)(C(C(C(F)F)(F)F)(F)F)F 2,2,3,3,4,4,5,5-octafluoro-1-Pentanol